S1C(=NC2=C1C=CC=C2)NC(=O)N2CC1=CC=CC=C1C(C2)C=2C=NN(C2C)C N-(1,3-benzothiazol-2-yl)-4-(1,5-dimethylpyrazol-4-yl)-3,4-dihydro-1H-isoquinoline-2-carboxamide